C12CN(CC2C1)S(=O)(=O)NC(=O)C1=C(C(=C(C(=O)O)C=C1)F)OC1CC1 4-((3-azabicyclo[3.1.0]hexan-3-ylsulfonyl)carbamoyl)-3-cyclopropoxy-2-fluorobenzoic acid